dodecandioyl dichloride C(CCCCCCCCCCC(=O)Cl)(=O)Cl